ClC1=CC=C(C=N1)CN(/N=C/CCCC)C(N)=N[N+](=O)[O-] (2E)-1-[(6-chloro-pyridin-3-yl)methyl]-N'-nitro-2-pentylidenehydrazinecarboximidamide